FC1=C(C=C(C=C1)C=1C=C2C(=NC1)N(C(N2)=O)C)C 6-(4-fluoro-3-methylphenyl)-3-methyl-1,3-dihydro-2H-imidazo[4,5-b]Pyridin-2-one